C(C)(=O)O[C@H]1[C@@H](O[C@@H]([C@H]([C@@H]1OC(C)=O)OC(C)=O)C(=O)OC)OC1=C(C=C(C=C1)CO[Si](C)(C)C(C)(C)C)[N+](=O)[O-] (2S,3R,4S,5S,6S)-2-(4-(((tert-butyldimethylsilyl)oxy)methyl)-2-nitrophenoxy)-6-(methoxycarbonyl)tetrahydro-2H-pyran-3,4,5-triyl triacetate